(S)-benzyl 3-amino-4-(((S)-3-(4-fluorophenyl)-1-((naphthalen-1-ylmethyl)amino)-1-oxopropan-2-yl)amino)-4-oxobutanoate N[C@@H](CC(=O)OCC1=CC=CC=C1)C(=O)N[C@H](C(=O)NCC1=CC=CC2=CC=CC=C12)CC1=CC=C(C=C1)F